OC1(COC1)C(=O)OC(C)(C)C tert-butyl 3-hydroxyoxetane-3-carboxylate